COC=1C=C2C(NC(NC2=CC1OC)=O)=O 6,7-dimethoxy-2,4(1H,3H)-quinazolinedione